8-((2s,5r)-4-(1-(4-cyclopropyl-2-fluorophenyl)propyl)-2,5-dimethylpiperazin-1-yl)-5-methyl-6-oxo-5,6-dihydro-1,5-naphthyridine-2-carbonitrile C1(CC1)C1=CC(=C(C=C1)C(CC)N1C[C@@H](N(C[C@H]1C)C1=CC(N(C=2C=CC(=NC12)C#N)C)=O)C)F